(2S)-9-((2-chloro-4-((3-chloropyridin-2-yl)oxy)phenyl)(hydroxy)methyl)-2-(methoxymethyl)-2-Methyl-1,2,4,7-tetrahydro-3H-pyrrolo[3',2':5,6]pyrido[3,4-b]pyrazin-3-one ClC1=C(C=CC(=C1)OC1=NC=CC=C1Cl)C(C1=CNC2=C1C1=C(NC([C@](N1)(C)COC)=O)C=N2)O